4-((1R,3S)-3-hydroxycyclohexylamino)-2-(methylthio)pyrimidine-5-carboxamide O[C@@H]1C[C@@H](CCC1)NC1=NC(=NC=C1C(=O)N)SC